(M)-6-Chloro-4-[(2S,5R)-2,5-dimethyl-4-prop-2-enoyl-piperazin-1-yl]-7-(1H-indol-7-yl)-1-(2-isopropyl-4-methyl-3-pyridyl)pyrido[2,3-d]pyrimidin-2-one ClC1=CC2=C(N(C(N=C2N2[C@H](CN([C@@H](C2)C)C(C=C)=O)C)=O)C=2C(=NC=CC2C)C(C)C)N=C1C=1C=CC=C2C=CNC12